[NH2+]1C(=O)NC=2N=CNC2C1=O xanthinium